Triethyl-benzylammonium chlorid [Cl-].C(C)[N+](CC1=CC=CC=C1)(CC)CC